4-methyl-6-((5-(2-phenyl-2H-tetrazol-5-yl)thiazol-2-yl)amino)pyridin CC1=CC=NC(=C1)NC=1SC(=CN1)C=1N=NN(N1)C1=CC=CC=C1